C1(CC1)CCN(C1=C2CN(C(C2=CC=C1)=O)C1C(NC(CC1)=O)=O)C1CCC(CC1)NCC1(CC1)F 3-(4-((2-cyclopropylethyl)((1s,4s)-4-(((1-fluorocyclopropyl)methyl)amino)cyclohexyl)amino)-1-oxoisoindolin-2-yl)piperidine-2,6-dione